N-(2-hydroxyethyl)amine OCCN